6-((3-tert-butyl-7-(5-(hydroxymethyl)isoxazol-3-yl)pyrazolo[1,5-d][1,2,4]triazin-2-oxy)methyl)-N-(tetrahydro-2H-pyran-4-yl)nicotinamide C(C)(C)(C)C=1C(=NN2C(=NN=CC21)C2=NOC(=C2)CO)OCC2=NC=C(C(=O)NC1CCOCC1)C=C2